tert-butyl 4-(4-(4'-acetamido-3'-fluoro-2-methoxy-5-(methylcarbamoyl)-[1,1'-biphenyl]-3-yl)pyridin-2-yl)piperazine-1-carboxylate C(C)(=O)NC1=C(C=C(C=C1)C1=C(C(=CC(=C1)C(NC)=O)C1=CC(=NC=C1)N1CCN(CC1)C(=O)OC(C)(C)C)OC)F